O=C1NC(CCC1N1C(C2=CC=C(C=C2C1=O)N1CC2CCC(C1)N2CC2CCNCC2)=O)=O 2-(2,6-dioxopiperidin-3-yl)-5-(8-(piperidin-4-ylmethyl)-3,8-diazabicyclo[3.2.1]octane-3-yl)isoindoline-1,3-dione